N,N'-(piperazine-1,4-diylbis(propane-3,1-diyl))bis(2-(4-hydroxyphenyl)-acetamide) N1(CCN(CC1)CCCNC(CC1=CC=C(C=C1)O)=O)CCCNC(CC1=CC=C(C=C1)O)=O